ClC=1C=C(C=CC1)C=1C=CC(=NC1)C=O 5-(3-chlorophenyl)pyridinecarboxaldehyde